(2S,4R)-4-fluoro-1-[(2S,3R)-3-methoxy-2-(N-methylacetamido)butanoyl]-N-[(S)-phenyl[4-(propan-2-yl)phenyl]methyl]pyrrolidine-2-carboxamide F[C@@H]1C[C@H](N(C1)C([C@H]([C@@H](C)OC)N(C(C)=O)C)=O)C(=O)N[C@H](C1=CC=C(C=C1)C(C)C)C1=CC=CC=C1